4-(1-(5-(5-ethoxy-4H-1,2,4-triazol-3-yl)-2,4-diethylbenzoyl)piperidin-4-yl)benzonitrile C(C)OC=1NC(=NN1)C=1C(=CC(=C(C(=O)N2CCC(CC2)C2=CC=C(C#N)C=C2)C1)CC)CC